3-[1-(2-hydroxyethyl)-4-methyl-1H-benzotriazol-5-yl]propanoate OCCN1N=NC2=C1C=CC(=C2C)CCC(=O)[O-]